N[C@@]1(CN(CC1)C1=C(C=NC=C1C1=NC2=C(N1)C=CC=C2C)C(=O)NC21CCC(CC2)C1)C 4-[(3S)-3-amino-3-methylpyrrolidin-1-yl]-N-{bicyclo[2.2.1]heptan-1-yl}-5-(4-methyl-1H-1,3-benzodiazol-2-yl)pyridine-3-carboxamide